(7-(6-((4-methoxybenzyl)oxy)-3-(trifluoromethyl)pyridin-2-yl)-1H-indol-3-yl)(3,4,5-trifluorophenyl)methanone COC1=CC=C(COC2=CC=C(C(=N2)C=2C=CC=C3C(=CNC23)C(=O)C2=CC(=C(C(=C2)F)F)F)C(F)(F)F)C=C1